N1=CC=C(C=C1)C=CC=1N=C(SC1)NC(=O)C=1N(C=CC1)CC1=CC=NC=C1 N-(4-(2-(pyridin-4-yl)vinyl)thiazol-2-yl)-1-(pyridin-4-ylmethyl)-1H-pyrrole-2-carboxamide